3-bromo-1-methyl-4,5,6,7-tetrahydro-1H-indazole BrC1=NN(C=2CCCCC12)C